NCC=1C=NC(=NC1)C1=C(C=C(C#N)C=C1)C(=O)C=1C=NN(C1)C1=NC=NC=C1 4-[5-(aminomethyl)pyrimidin-2-yl]-3-(1-pyrimidin-4-ylpyrazole-4-carbonyl)benzonitrile